methyl (E)-3-(3-cyano-4-(6-fluoropyridin-3-yl)pyrazolo[1,5-a]pyridin-6-yl)acrylate C(#N)C=1C=NN2C1C(=CC(=C2)/C=C/C(=O)OC)C=2C=NC(=CC2)F